1-((1R,3R,5S)-3-((3-(2-chlorophenyl)-5-cyclopropylisoxazol-4-yl)methoxy)-8-azabicyclo[3.2.1]octane-8-carbonyl)indoline-6-carboxylic acid methyl ester COC(=O)C1=CC=C2CCN(C2=C1)C(=O)N1[C@H]2CC(C[C@@H]1CC2)OCC=2C(=NOC2C2CC2)C2=C(C=CC=C2)Cl